C(C)(=O)N1CCN(CC1)CC1=CC=C(CN2C(C3=C(N=C(N=C3NCCCC)N)C=C2)=O)C=C1 6-(4-((4-acetylpiperazin-1-yl)methyl)benzyl)-2-amino-4-(butylamino)pyrido[4,3-d]pyrimidin-5(6H)-one